(R)-[5-(3-tert-Butoxymethyl-[1,2,4]oxadiazol-5-yl)-pyridin-3-yl]-(1,3-dimethyl-azetidin-3-yl)-(4-isopropyl-phenyl)-methanol C(C)(C)(C)OCC1=NOC(=N1)C=1C=C(C=NC1)[C@@](O)(C1=CC=C(C=C1)C(C)C)C1(CN(C1)C)C